C(C)(C)(C)OC(=O)N1C[C@@H](CC1)COS(=O)(=O)C1=CC=C(C)C=C1 (R)-3-((tosyloxy)methyl)pyrrolidine-1-carboxylic acid tert-butyl ester